3-(2,6-diazaspiro[3.3]hept-2-yl)-N-[4-methoxy-6-(pyrazol-1-ylmethyl)-1,2-benzoxazol-3-yl]benzenesulfonamide C1N(CC12CNC2)C=2C=C(C=CC2)S(=O)(=O)NC2=NOC1=C2C(=CC(=C1)CN1N=CC=C1)OC